4-(2-chloro-5-methyl-7-((3-(pivaloyloxy)naphthalen-1-yl)methyl)-5H-pyrrolo[3,2-d]Pyrimidin-4-yl)piperazine-1-carboxylic acid benzyl ester C(C1=CC=CC=C1)OC(=O)N1CCN(CC1)C=1C2=C(N=C(N1)Cl)C(=CN2C)CC2=CC(=CC1=CC=CC=C21)OC(C(C)(C)C)=O